Natrium (S)-3-(2',4'-Difluorobiphenyl-4-yl)-3-(3-(1,6-dimethyl-4-oxido-2-oxo-1,2-dihydropyridin-3-yl)ureido)propanoat FC1=C(C=CC(=C1)F)C1=CC=C(C=C1)[C@H](CC(=O)[O-])NC(=O)NC=1C(N(C(=CC1[O-])C)C)=O.[Na+].[Na+]